(R)-N-(5-cyano-6-cyclopropoxypyridin-3-yl)-2-fluoro-8,8-dimethyl-7,8-dihydro-6H-cyclopenta[e]pyrazolo[1,5-a]pyrimidine-6-carboxamide C(#N)C=1C=C(C=NC1OC1CC1)NC(=O)[C@@H]1CC(C2=C1C=NC=1N2N=C(C1)F)(C)C